CN1CCN(CC1)C=1C=CC(=NC1)NN1C(C2=CC=CC(=C2C1)B1OC(C(O1)(C)C)(C)C)=O ((5-(4-methylpiperazin-1-yl)pyridin-2-yl)amino)-4-(4,4,5,5-tetramethyl-1,3,2-dioxaborolan-2-yl)isoindolin-1-one